FC1=C(C=C(C=C1)NC(\C=C\C1=CC=C2C(=NNC2=C1)C)=O)C (E)-N-(4-fluoro-3-methylphenyl)-3-(3-methyl-1H-indazol-6-yl)acrylamide